7-(3-((2-amino-6-(furan-2-yl)-9H-purin-9-yl)methyl)phenoxy)-N-hydroxyheptanamide NC1=NC(=C2N=CN(C2=N1)CC=1C=C(OCCCCCCC(=O)NO)C=CC1)C=1OC=CC1